O=C1NC(CCC1C1=NN(C2=C(C=CC=C12)N1CCC(CC1)CN1C2CN(CC1C2)C(=O)OC(C)(C)C)C)=O tert-butyl 6-((1-(3-(2,6-dioxopiperidin-3-yl)-1-methyl-1H-indazol-7-yl) piperidin-4-yl) methyl)-3,6-diazabicyclo[3.1.1]heptane-3-carboxylate